N-(4-fluoro-2-methoxy-5-nitrophenyl)-4-(5-methoxy-1H-benzo[d]imidazol-1-yl)pyrimidin-2-amine FC1=CC(=C(C=C1[N+](=O)[O-])NC1=NC=CC(=N1)N1C=NC2=C1C=CC(=C2)OC)OC